ClC=1C=C(C=CC1C)NC1N(C(=NC(=N1)N)N1CCCC1)C1=CC(=CC=C1)Cl N-(3-Chloro-4-methylphenyl)-N1-(3-chlorophenyl)-6-pyrrolidin-1-yl-[1,3,5]triazine-2,4-diamine